ONC(CCCCCCC(=O)NC1=CC=C(C=C1)CO)=O N1-hydroxy-N8-(4-(hydroxymethyl)phenyl)-octanediamide